Ethyl (S)-3-((S)-2-((tert-butoxycarbonyl)amino)pent-4-enamido)-3-(4,4',5-trifluoro-2'-(hex-5-en-1-yl)-6'-methyl-[1,1'-biphenyl]-3-yl)propanoate C(C)(C)(C)OC(=O)N[C@H](C(=O)N[C@@H](CC(=O)OCC)C=1C=C(C=C(C1F)F)C1=C(C=C(C=C1C)F)CCCCC=C)CC=C